C(=CC)CCOC1CCCC1 2-propenyl-1-cyclopentyloxy-ethane